6-bromo-5-chloro-1-(1H-pyrazol-4-yl)-1H-indazole BrC1=C(C=C2C=NN(C2=C1)C=1C=NNC1)Cl